N,N-dimethyl-4-(5-(8-methyl-1,2,3,4-tetrahydroisoquinolin-6-yl)-1-tosyl-1H-pyrrolo[2,3-b]pyridin-3-yl)benzamide hydrochloride Cl.CN(C(C1=CC=C(C=C1)C1=CN(C2=NC=C(C=C21)C=2C=C1CCNCC1=C(C2)C)S(=O)(=O)C2=CC=C(C)C=C2)=O)C